2,6-dichloro-4-(1-methoxyethyl)pyridine ClC1=NC(=CC(=C1)C(C)OC)Cl